4-[4-[[2-(4-chlorophenyl)-1-piperidyl]methyl]-1-piperidyl]-N-[3-nitro-4-(tetrahydrofuran-3-ylamino)phenyl]sulfonyl-2-(1H-pyrrolo[2,3-b]pyridin-5-yloxy)benzamide ClC1=CC=C(C=C1)C1N(CCCC1)CC1CCN(CC1)C1=CC(=C(C(=O)NS(=O)(=O)C2=CC(=C(C=C2)NC2COCC2)[N+](=O)[O-])C=C1)OC=1C=C2C(=NC1)NC=C2